2-(((chlorosulfonyl)oxy)methyl)-2-methylpropane-1,3-diyl diacetate C(C)(=O)OCC(COC(C)=O)(C)COS(=O)(=O)Cl